1-((6-amino-naphthalen-2-yl)methyl)guanidine Natrium-Kalium Sulfat S(=O)(=O)([O-])[O-].[K+].[Na+].NC=1C=C2C=CC(=CC2=CC1)CNC(=N)N